2,2'-dichloro-3'-(6-methoxy-5-((((5-oxopyrrolidin-2-yl)methyl)amino)methyl)pyridin-2-yl)[1,1'-biphenyl] ClC1=C(C=CC=C1)C1=C(C(=CC=C1)C1=NC(=C(C=C1)CNCC1NC(CC1)=O)OC)Cl